Ethyl (R)-3-benzyl-4-(3-(2,4-difluoro-3-hydroxy-5-(trifluoromethyl)phenyl)-1-methyl-1H-pyrazolo[3,4-d]pyrimidin-6-yl)piperazine-1-carboxylate C(C1=CC=CC=C1)[C@@H]1CN(CCN1C1=NC=C2C(=N1)N(N=C2C2=C(C(=C(C(=C2)C(F)(F)F)F)O)F)C)C(=O)OCC